C(C1=CC=CC=C1)C1=C2C=CNC2=CC=C1NC(=O)C1=CC=2C3=C(COC2C=C1C1=C(C(=O)OC)C=C(C=C1)C(NCC(C)C)=O)C=CS3 methyl 2-(8-((4-benzyl-1H-indol-5-yl)carbamoyl)-4H-thieno[3,2-c]chromen-7-yl)-5-(isobutylcarbamoyl)benzoate